benzo[1,4]oxazine O1CC=NC2=C1C=CC=C2